C(=O)C1=C(OC2=C(C=CC=C2)NC(C)=O)C=CC=C1 N-[2-(2-FORMYLPHENOXY)PHENYL]ACETAMIDE